3-hydroxy-1-[(4-methoxyphenyl)methyl]piperidine OC1CN(CCC1)CC1=CC=C(C=C1)OC